C(C)(C)(C)OC(=O)N1C2C(CCC(N(C3CCCC(N(C4CCC(C1C4)C4=CC(=CC=C4)Cl)C4=CC=CC=C4)C3Cl)C3=CC=CC=C3)C2)C2=CC(=CC=C2)Cl 2-tert-butoxycarbonyl-20-chloro-8,14-diphenyl-4,18-bis(3-chlorophenyl)-2,8,14-triazatetracyclo[13.3.1.13,7.19,13]Heneicosane